1-(4-(difluoromethoxy)phenyl)-5-(dimethylamino)-3-methyl-1H-pyrazole-4-carboxylic acid FC(OC1=CC=C(C=C1)N1N=C(C(=C1N(C)C)C(=O)O)C)F